disodium undecanedioate C(CCCCCCCCCC(=O)[O-])(=O)[O-].[Na+].[Na+]